[C-]#N.C(C)ON\C(\C(C)C1=CC=CC=C1)=N/[H] (Z)-N-ethoxy-2-phenylpropanimidamide cyanide